C1(=CC=CC=C1)OC1=CC=CC=C1 Diphenyloxide